Tert-butyl (12aR)-8-fluoro-9-(2-methoxy-6-methylphenyl)-10-[(trimethylsilyl)ethynyl]-3,4,12,12a-tetrahydro-6H-pyrazino[2,1-c][1,4]benzoxazepine-2(1H)-carboxylate FC=1C(=C(C2=C(CN3[C@@H](CO2)CN(CC3)C(=O)OC(C)(C)C)C1)C#C[Si](C)(C)C)C1=C(C=CC=C1C)OC